NC1CC2=C(SC(=C2)C(=O)OCC)CC1 ethyl 5-amino-4,5,6,7-tetrahydrobenzo[b]thiophene-2-carboxylate